(1s,3s)-3-((7-cyano-2-(3'-(3-(((R)-3-hydroxypyrrolidin-1-yl)methyl)-1,7-naphthyridin-8-ylamino)-2,2'-dimethylbiphenyl-3-yl)benzo[d]oxazol-5-yl)methylamino)cyclopentanecarboxylic acid C(#N)C1=CC(=CC=2N=C(OC21)C=2C(=C(C=CC2)C2=C(C(=CC=C2)NC=2N=CC=C1C=C(C=NC21)CN2C[C@@H](CC2)O)C)C)CN[C@@H]2C[C@H](CC2)C(=O)O